[Cl-].[Cl-].CN1C=CC(C=C1)=C1C=CN(C=C1)CC 1-methyl-1'-ethyl-4,4'-bipyridine dichloride